(S)-1-(5-(5-fluoropyridin-3-yl)-4,5-dihydro-1H-pyrazol-1-yl)-2,2-dimethylpropan-1-one FC=1C=C(C=NC1)[C@@H]1CC=NN1C(C(C)(C)C)=O